(R)-N-(2-(4-cyanothiazolidin-3-yl)-2-oxoethyl)-6-(3,3-dimethyl-azetidin-1-yl)-quinoline-4-carboxamide C(#N)[C@H]1N(CSC1)C(CNC(=O)C1=CC=NC2=CC=C(C=C12)N1CC(C1)(C)C)=O